(3R,6S,9aS)-3,6-diisobutyl-8-(3-oxo-3-(piperazin-1-yl)propyl)-1-((E)-3-(pyridin-2-yl)acryloyl)tetrahydropyrazino[2,1-c][1,2,4]oxadiazine C(C(C)C)[C@@H]1CN2C(N(O1)C(\C=C\C1=NC=CC=C1)=O)=CN(C[C@@H]2CC(C)C)CCC(N2CCNCC2)=O